3-fluoro-2-(5-methyl-4-(4-(trifluoromethyl)phenyl)-1H-pyrazol-1-yl)pyridine FC=1C(=NC=CC1)N1N=CC(=C1C)C1=CC=C(C=C1)C(F)(F)F